3-propylimidazo[1,5-a]pyrazin-8(7H)-one C(CC)C1=NC=C2N1C=CNC2=O